isopropyl 2,4-diamino-4-chlorobenzoate NC1=C(C(=O)OC(C)C)C=CC(C1)(Cl)N